FC(C(=O)O)(F)F.CN1C(N(C2=C1C(=CC=C2)C2=CC=C(C=C2)N2CCNCC2)C2C(NC(CC2)=O)=O)=O 3-{3-Methyl-2-oxo-4-[4-(piperazin-1-yl)phenyl]-1,3-benzodiazol-1-yl}piperidine-2,6-dione trifluoroacetate